C1(=CC(=CC=C1)CC(=O)O)CC(=O)O M-phenylenediacetic acid